Copper(I)-Copper(II) [Cu+2].[Cu+]